CN1N=CC(=C1)N(S(=O)(=O)N)C1CCOCC1 (1-methyl-1H-pyrazol-4-yl)-N-(oxan-4-yl)sulfamide